(R)-1-(2-chloropyridin-3-yl)ethyl (4-(5-((1s,3S)-3-cyano-3-methoxycyclobutane-1-carboxamido)pyridin-2-yl)-1-methyl-1H-1,2,3-triazol-5-yl)carbamate C(#N)C1(CC(C1)C(=O)NC=1C=CC(=NC1)C=1N=NN(C1NC(O[C@H](C)C=1C(=NC=CC1)Cl)=O)C)OC